tungsten boron nickel [Ni].[B].[W]